CNC1=NC(=NC(=C1)C)NC1=CC2=C(OCO2)C(=C1)OCCCN1CCCC1 N4,6-dimethyl-N2-(7-(3-(pyrrolidin-1-yl)propoxy)benzo[d][1,3]dioxol-5-yl)pyrimidine-2,4-diamine